3-hydroxy-2,4,6-triiodobenzamide OC=1C(=C(C(=O)N)C(=CC1I)I)I